Isoxazole-3-carboxylic acid [4-methoxy-7-(tetrahydro-pyran-4-yl)-thiazolo[4,5-c]pyridin-2-yl]-amide COC1=NC=C(C2=C1N=C(S2)NC(=O)C2=NOC=C2)C2CCOCC2